ClC=1C(=C(C(=CC1)N1N=NN=C1)C=1C=CC(=[N+](C1)[O-])C(C[C@@H]1OCCCC1)N1N=CC(=C1)C1=CC=C(C=C1)NC(=O)C1CC1)F |o1:21| 5-(3-Chloro-2-fluoro-6-(1H-tetrazol-1-yl)phenyl)-2-(1-(4-(4-(cyclopropanecarboxamido)phenyl)-1H-pyrazol-1-yl)-2-((R*)-tetrahydro-2H-pyran-2-yl)ethyl)pyridine 1-oxide